tert-butyl 2-[[6-[(3,6-dichloro-5-cyano-2-pyridyl)amino]-3-[2-(methylamino)-2-oxo-ethoxy]-2-oxo-1-quinolyl]methyl]morpholine-4-carboxylate ClC=1C(=NC(=C(C1)C#N)Cl)NC=1C=C2C=C(C(N(C2=CC1)CC1CN(CCO1)C(=O)OC(C)(C)C)=O)OCC(=O)NC